C(C1=CC=CC=C1)NC(\C=C/C1=CC=C(C=C1)OC)=O (Z)-N-benzyl-3-(4-methoxyphenyl)acrylamide